O1CCC(CC1)C#CC1=CC=C(OC2=C(N=NN2)C(=O)O)C=C1 5-(4-((tetrahydro-2H-pyran-4-yl)ethynyl)phenoxy)-1H-1,2,3-triazole-4-carboxylic acid